3-[4-[3-[4-[(3R,5R)-5-[(1,5-dimethyl-6-oxo-pyridazin-4-yl)amino]-1-methyl-3-piperidyl]benzoyl]-3,9-diazaspiro[5.5]undecan-9-yl]-3-methyl-phenyl]piperidine-2,6-dione CN1N=CC(=C(C1=O)C)N[C@@H]1C[C@@H](CN(C1)C)C1=CC=C(C(=O)N2CCC3(CC2)CCN(CC3)C3=C(C=C(C=C3)C3C(NC(CC3)=O)=O)C)C=C1